8-[(2s,5r)-4-[(2,6-dimethylphenyl)methyl]-2,5-dimethylpiperazin-1-yl]-5-methyl-6-oxo-5,6-dihydro-1,5-naphthyridine-2-carbonitrile CC1=C(C(=CC=C1)C)CN1C[C@@H](N(C[C@H]1C)C1=CC(N(C=2C=CC(=NC12)C#N)C)=O)C